3-{2-[(3S)-azepan-3-ylamino]-5-(trifluoromethyl)pyrimidin-4-yl}-7-bromo-1H-indole-6-carboxylic acid N1C[C@H](CCCC1)NC1=NC=C(C(=N1)C1=CNC2=C(C(=CC=C12)C(=O)O)Br)C(F)(F)F